2-fluoro-5-(3-fluoro-4-nitrophenoxy)aniline [1,1'-biphenyl]-2-carboxylate C=1(C(=CC=CC1)C(=O)O)C1=CC=CC=C1.FC1=C(N)C=C(C=C1)OC1=CC(=C(C=C1)[N+](=O)[O-])F